3-(1-hydroxyvinyl)-1,5-dimethylindol-2-one OC(=C)C1C(N(C2=CC=C(C=C12)C)C)=O